ClC=1C=C(C=NC1F)C1=CC=CC=2N1N=CC2C(=O)N2CCCCC2 (7-(5-chloro-6-fluoropyridin-3-yl)pyrazolo[1,5-a]pyridin-3-yl)(piperidin-1-yl)methanone